3-amino-7-(difluoromethyl)-8-bromo-N-propylimidazo[1,2-a]pyridine-2-carboxamide NC1=C(N=C2N1C=CC(=C2Br)C(F)F)C(=O)NCCC